CC1=CC(=NC=C1)NC(CC)=O N-(4-methylpyridin-2-yl)propanamide